(3r,5r,7r)-N-(5-((3-(2,6-dioxopiperidin-3-yl)-2-methyl-4-oxo-3,4-dihydroquinazolin-5-yl)amino)pentyl)adamantane-1-carboxamide O=C1NC(CC[C@H]1N1C(=NC2=CC=CC(=C2C1=O)NCCCCCNC(=O)C12CC3CC(CC(C1)C3)C2)C)=O